1-ethyl-3-imidazolium fluoride [F-].C(C)N1C=[NH+]C=C1